C(C1CO1)OCCC[Si](CC)(CC)OCCOC γ-glycidoxypropyl-methoxyethoxydiethylsilane